N-(2,2-Dimethyl-6-(4-(2-oxo-2-(pyrrolidin-1-yl)ethyl)piperazin-1-yl)-2,3-dihydrobenzo-furan-5-yl)pyrazolo[1,5-a]pyrimidine-3-carboxamide CC1(OC2=C(C1)C=C(C(=C2)N2CCN(CC2)CC(N2CCCC2)=O)NC(=O)C=2C=NN1C2N=CC=C1)C